hexahydroS-triazine N1CNCNC1